palladium dicyclohexyl(2',6'-dimethoxy[biphenyl]-2-yl)phosphine C1(CCCCC1)P(C1=C(C=CC=C1)C1=C(C=CC=C1OC)OC)C1CCCCC1.[Pd]